C1(=CC=CC=C1)C1=NN=C(O1)CC1=CC=C(C(=O)OC)C=C1 methyl 4-((5-phenyl-1,3,4-oxadiazol-2-yl)methyl)benzoate